C1(CC1)N1C=C2C(=NN(C(C2=CC1=O)=O)C)N[C@H](C)C1=C(C(=CC=C1)C(CO)(F)F)F (R)-6-cyclopropyl-4-((1-(3-(1,1-difluoro-2-hydroxyethyl)-2-fluorophenyl)ethyl)amino)-2-methyl-2,6-dihydropyrido[3,4-d]pyridazine-1,7-dione